methyl (2S)-2-(((1,2-bis(3-chlorophenyl)-2-methylpropoxy)carbonyl)amino)-3-cyclohexylpropanoate ClC=1C=C(C=CC1)C(C(C)(C)C1=CC(=CC=C1)Cl)OC(=O)N[C@H](C(=O)OC)CC1CCCCC1